ClC1=CC=C(C(=N1)C1=NOC(N1)=O)O[C@H](C)C=1C=C(C=C2C(C(=C(OC12)C=1C=CC=2N(C1)C=C(N2)C)C)=O)C 3-[6-Chloro-3-[(1R)-1-[3,6-dimethyl-2-(2-methylimidazo[1,2-a]pyridin-6-yl)-4-oxo-chromen-8-yl]ethoxy]-2-pyridyl]-4H-1,2,4-oxadiazol-5-one